FC1=CC=C(C=C1)\N=C/1\C=C(CC(C1)(C)C)NCC(=O)OCC ethyl 2-[[(3E)-3-(4-fluorophenyl)imino-5,5-dimethyl-cyclohexen-1-yl]amino]acetate